FC(OC1=C(C(=O)NCC2(CC2)F)C(=CC=C1)OC)F 2-(difluoromethoxy)-N-[(1-fluorocyclopropyl)methyl]-6-methoxybenzamide